tert-butyl rac-(1S,2R,3R,5R)-3-(benzylamino)-2-fluoro-8-azabicyclo[3.2.1]octane-8-carboxylate C(C1=CC=CC=C1)N[C@H]1[C@H]([C@@H]2CC[C@H](C1)N2C(=O)OC(C)(C)C)F |r|